C[C@@H]1C[C@]2(N([C@@H](C1)C2)C(=O)NC2=CC(=C(C=C2)C(F)(F)F)N2N=NC(=C2)C)C=2OC(=NN2)C (1R,3S,5S)-3-methyl-1-(5-methyl-1,3,4-oxadiazol-2-yl)-N-(3-(4-methyl-1H-1,2,3-triazol-1-yl)-4-(trifluoromethyl)phenyl)-6-azabicyclo[3.1.1]heptane-6-carboxamide